dihydrocyclopenta[b]thiophene-2-carboxylic acid S1C=2C(CC1C(=O)O)C=CC2